O=C(O)[C@@H](O)[C@H](O)[C@H](O)[C@@H](O)C(=O)O mucic acid